The molecule is a dTDP-sugar having 3-dehydro-4,6-dideoxy-alpha-D-glucose as the sugar component. It is a dTDP-sugar and a secondary alpha-hydroxy ketone. It is a conjugate acid of a dTDP-3-dehydro-4,6-dideoxy-alpha-D-glucose(2-). C[C@@H]1CC(=O)[C@H]([C@H](O1)OP(=O)(O)OP(=O)(O)OC[C@@H]2[C@H](C[C@@H](O2)N3C=C(C(=O)NC3=O)C)O)O